10-methacryloyloxydecyltrimethoxysilane C(C(=C)C)(=O)OCCCCCCCCCC[Si](OC)(OC)OC